5-[8-(1,5-Dimethyl-6-oxo-7,8-dihydro-4H-pyrazolo[4,3-c]azepin-3-yl)-3-isoquinolyl]-N-ethyl-pyridine-2-carboxamide CN1N=C(C=2CN(C(CCC21)=O)C)C=2C=CC=C1C=C(N=CC21)C=2C=CC(=NC2)C(=O)NCC